N-(2-chloro-4-methyl-5-(7-(methylamino)-1,6-naphthyridin-3-yl)phenyl)-4-(2-cyanoprop-2-yl)picolinamide ClC1=C(C=C(C(=C1)C)C=1C=NC2=CC(=NC=C2C1)NC)NC(C1=NC=CC(=C1)C(C)(C)C#N)=O